CC=1C(=C(C=C(C1)C(F)(F)F)O)C=1N=NC(=CC1)COC1CCOCC1 3-methyl-2-(6-(((tetrahydro-2H-pyran-4-yl)oxy)methyl)pyridazin-3-yl)-5-(trifluoromethyl)phenol